FC1=CC=2N(C=C1)C(=CN2)C2=C1C=NC(C1=C(C=C2)NC2=NC=1CN(CC3(C1C=C2)CCOCC3)C([2H])([2H])[2H])=O 4-(7-fluoroimidazo[1,2-a]pyridin-3-yl)-7-((7'-(methyl-d3)-2,3,5,6,7',8'-hexahydro-6'H-spiro[pyran-4,5'-[1,7]naphthyridin]-2'-yl)amino)isoindol-1-one